N-(5-Chloro-6-(1-methyl-1H-pyrazol-3-yl)pyridin-3-yl)-1-(1-oxo-1,2-dihydro-isochinolin-5-yl)-5-(trifluoromethyl)-1H-pyrazol-4-carboxamid ClC=1C=C(C=NC1C1=NN(C=C1)C)NC(=O)C=1C=NN(C1C(F)(F)F)C1=C2C=CNC(C2=CC=C1)=O